N1CC(C1)NC=1C=CC(=C(C1)C(C(=O)N)(CC)N1C=2C(=CC=C1)N=C(N2)SCC2=CC=C(C=C2)CCC)C (5-(azetidin-3-ylamino)-2-methylphenyl)-2-(2-((4-propylbenzyl)thio)-4H-imidazo[4,5-b]pyridin-4-yl)butanamide